3-[6-[4-[2-(3-aminocyclobutyl)ethyl]piperazin-1-yl]-1-methyl-indazol-3-yl]piperidine-2,6-dione dihydrochloride Cl.Cl.NC1CC(C1)CCN1CCN(CC1)C1=CC=C2C(=NN(C2=C1)C)C1C(NC(CC1)=O)=O